C[Si](CCOCN1C=CC=2C(=NC=CC21)C2(C(=O)O)CC=CC=C2)(C)C 1-{([2-(trimethylsilyl)ethoxy]methyl)-1H-pyrrolo[3,2-c]pyridin-4-yl}benzoic Acid